2-(4-chloro-6-morpholinopyridin-2-yl)cyclopropane-1-carboxylate ClC1=CC(=NC(=C1)N1CCOCC1)C1C(C1)C(=O)[O-]